NC1(CCN(CC1)C1=NC(=C2C(=N1)NN=C2C2=C(C1=C(N=C(S1)C)C=C2)Cl)C#N)C2=CC=CC=C2 6-(4-amino-4-phenylpiperidin-1-yl)-3-(7-chloro-2-methylbenzo[d]thiazol-6-yl)-1H-pyrazolo[3,4-d]pyrimidine-4-carbonitrile